BrC1=C(C=C2C(=NC(=NC2=C1F)Cl)NCN1C(CCC1)=O)Cl (((7-bromo-2,6-dichloro-8-fluoroquinazolin-4-yl)amino)methyl)pyrrolidin-2-one